6-Fluoro-N-isopropyl-2-(5,6,7-trifluoro-1H-indol-3-yl)quinoline-5-carboxamide FC1=C(C=2C=CC(=NC2C=C1)C1=CNC2=C(C(=C(C=C12)F)F)F)C(=O)NC(C)C